OC1=C(C=CC=C1)C1=C(C(=C(C=C1)C(=O)C1=C(C(=C(C=C1)C1=C(C=CC=C1)O)CC(OCC)C1=CC=CC=C1)O)O)CC(C1=CC=CC=C1)OCC 2-hydroxy-phenyl-2-ethoxy-2-phenyl-ethyl-2-hydroxy-phenylketone